5-(2-((3R or S)-3-(2-(5-fluoro-thiophen-2-yl)ethyl)-3-(isochroman-1-yl)pyrrolidin-1-yl)propan-2-yl)-2-methylpyridine FC1=CC=C(S1)CC[C@@]1(CN(CC1)C(C)(C)C=1C=CC(=NC1)C)C1OCCC2=CC=CC=C12 |o1:8|